C(=O)(OC(C)(C)C)NC=CBr 2-(Boc-amino)bromoethaneN